FC(C(=O)O)(F)F.NCC=1C=CC(=C(C(=O)NC2=CC=C(C=C2)S(=O)(=O)N2CCN(CC2)C2=CC(=CC(=C2)Cl)Cl)C1)N(S(=O)(=O)C)C 5-(aminomethyl)-N-[4-[4-(3,5-dichlorophenyl)piperazin-1-yl]sulfonylphenyl]-2-[methyl(methylsulfonyl)amino]benzamide trifluoroacetate